(Z)-2-chloro-3-(2-fluoro-2-(5-formyl-4-methoxypyridin-2-yl)vinyl)phenyltrifluoromethanesulfonic acid ClC1=C(C=CC=C1\C=C(\C1=NC=C(C(=C1)OC)C=O)/F)OS(=O)(=O)C(F)(F)F